(E)-4-n-butoxy-4-oxobut-2-enoic acid C(CCC)OC(/C=C/C(=O)O)=O